N(=NC1=NC(=NN1N)[N+](=O)[O-])C1=NC(=NN1N)[N+](=O)[O-] 5,5'-(diazene-1,2-diyl)bis(1-amino-3-nitro-1H-1,2,4-triazole)